NC1CCC(CC1)CNC=1C(=NC(=CC1)N1CCC2(CCCOC2)CC1)C N-(((1r,4r)-4-aminocyclohexyl)methyl)-2-methyl-6-(2-oxa-9-azaspiro[5.5]undecan-9-yl)pyridin-3-amine